N(C(=O)N)SSNC(=O)N dithiodiurea